C1NCCC12CCC(CC2)C2=CC=C(C=C2)C2=N[C@H](C=1N(C3=C2C(=C(S3)C)C)C(=NN1)C)CC (S)-4-(4-(2-azaspiro[4.5]decan-8-yl)phenyl)-6-ethyl-2,3,9-trimethyl-6H-thieno[3,2-f][1,2,4]triazolo[4,3-a][1,4]diazepine